5-(1-methylpiperidin-4-yl)pyridin lithium [Li].CN1CCC(CC1)C=1C=CC=NC1